(S)-methyl 2-((S)-5-(7-chloro-1H-indole-2-carbonyl)-5-azaspiro[2.4]heptane-6-carboxamido)-3-((S)-2-oxopyrrolidin-3-yl)propanoate ClC=1C=CC=C2C=C(NC12)C(=O)N1CC2(CC2)C[C@H]1C(=O)N[C@H](C(=O)OC)C[C@H]1C(NCC1)=O